FC=1C(=C2N=CC(=NC2=CC1)CCCCCCCCCCCCCCCC(=O)N)COC1=C(C=C(C(=C1)[N+](=O)[O-])F)OC 6-fluoro-5-(4-fluoro-2-methoxy-5-nitrophenoxymethyl)quinoxalinepalmitoamide